CC1=NC=NN1C1=CC(=NC=N1)N1CCC(CC1)C(=O)O [6-(5-methyl-1,2,4-triazol-1-yl)pyrimidin-4-yl]piperidine-4-carboxylic acid